(4-(5-amino-6-methylpyridin-2-yl)-1-methyl-1H-pyrazol-5-yl)methyl isopentyl(methyl)carbamate C(CC(C)C)N(C(OCC1=C(C=NN1C)C1=NC(=C(C=C1)N)C)=O)C